N-{1-[3-(3-cyanophenyl)quinolin-2-yl]pyrrolidin-3-yl}-2,2-dimethylpropanamide C(#N)C=1C=C(C=CC1)C=1C(=NC2=CC=CC=C2C1)N1CC(CC1)NC(C(C)(C)C)=O